1-(5-tert-butyl-2H-pyrazol-3-yl)-3-[4-(5-fluoro-7-methyl-benzimidazol-1-yl)-phenyl]-urea C(C)(C)(C)C=1C=C(NN1)NC(=O)NC1=CC=C(C=C1)N1C=NC2=C1C(=CC(=C2)F)C